3-(3-Methyl-1,2,4-oxadiazol-5-yl)benzoic acid CC1=NOC(=N1)C=1C=C(C(=O)O)C=CC1